copper water nitrogen [N].O.[Cu]